(R)-1-(3-(azetidin-3-yl)piperidin-1-yl)cyclopropane-1-carboxylic acid ethyl ester C(C)OC(=O)C1(CC1)N1C[C@H](CCC1)C1CNC1